CCC(C(N)(C)C)(N)C tetramethyl-1,2-propanediamine